3-(2,7-Dichloro-8-fluoropyrido[4,3-d]pyrimidin-4-yl)-diazabicyclo[3.2.1]octane-8-carboxylic acid tert-butyl ester C(C)(C)(C)OC(=O)C1N2NC(CC1CC2)C=2C1=C(N=C(N2)Cl)C(=C(N=C1)Cl)F